S1C=NC2=C1C=CC(=C2)NC2=CC=NC1=CC(=CC=C21)C2=C(C=C(C=C2)C(=O)N2CC(CC2)(F)F)F (4-(4-(benzo[d]thiazol-5-ylamino)quinolin-7-yl)-3-fluorophenyl)(3,3-difluoropyrrolidin-1-yl)methanone